6-{4-[(4-{[3-(pentafluoro-λ6-sulfanyl)phenyl]Amino}piperidin-1-yl)sulfonyl]phenyl}imidazo[1,2-a]pyridine-3-carbonitrile FS(C=1C=C(C=CC1)NC1CCN(CC1)S(=O)(=O)C1=CC=C(C=C1)C=1C=CC=2N(C1)C(=CN2)C#N)(F)(F)(F)F